bis(4-allylphenyl) phenylphosphonate C1(=CC=CC=C1)P(OC1=CC=C(C=C1)CC=C)(OC1=CC=C(C=C1)CC=C)=O